Dimethyl 4-hydroxy-2,6-dimethylpyridine-3,5-dicarboxylate OC1=C(C(=NC(=C1C(=O)OC)C)C)C(=O)OC